ClC=1C(=C(OCC(=O)O)C=C(C1CC1=C(C(=C(C=C1)O)C(C)C1=CC=C(C=C1)F)F)Cl)F 2-(3,5-dichloro-2-fluoro-4-(2-fluoro-3-(1-(4-fluorophenyl)ethyl)-4-hydroxybenzyl)phenoxy)acetic acid